ClC=1C=C(C=CC1)NC(=O)NC=1N(CC(N1)=O)C N-(3-Chlorophenyl)-N'-(1-methyl-4-oxo-4,5-dihydro-1H-imidazol-2-yl)urea